Dodecahydroxycyclohexan-dihydrat O.O.OC1(C(C(C(C(C1(O)O)(O)O)(O)O)(O)O)(O)O)O